3-(3-((1-Aminocyclopentyl)methoxy)-4-cyano-5-(methylthio)phenyl)-6-methoxyimidazo[1,2-a]pyridine-5-carbonitrile NC1(CCCC1)COC=1C=C(C=C(C1C#N)SC)C1=CN=C2N1C(=C(C=C2)OC)C#N